NC1=C(C(=NN1C(C(F)(F)F)C([2H])([2H])[2H])C1=CC=C(C=C1)Br)C#N 5-Amino-3-(4-bromophenyl)-1-[2,2,2-trifluoro-1-(trideuteriomethyl)ethyl]pyrazole-4-carbonitrile